P(=O)(O)(O)OCCCCCCCCCCCCCCCCCC dihydrogen stearyl phosphate